Magnesium Chlorid [Cl-].[Mg+2].[Cl-]